6-(Methyl 2,6-difluorophenyl)-4-((2,4-dimethoxybenzyl)amino)pyridazine-3-carboxylate CC=1C(=C(C(=CC1)F)C1=CC(=C(N=N1)C(=O)[O-])NCC1=C(C=C(C=C1)OC)OC)F